FC=1C=CC(=C(C1)C1(CC1)C1=NOC(=N1)C1=NN(C(=C1)OC)C)C 3-[1-(5-fluoro-2-methylphenyl)cyclopropyl]-5-(5-methoxy-1-methyl-1H-pyrazol-3-yl)-1,2,4-oxadiazole